ClC1=NC(=C(C=C1Cl)C(F)(F)F)Cl 2,3,6-trichloro-5-trifluoromethylpyridine